FC1(CC2(CC(C2)C(=O)O)C1)F 6,6-difluorospiro[3.3]heptane-2-carboxylic acid